N-(5-chloro-6-(2H-1,2,3-triazol-2-yl)pyridin-3-yl)-5-(1-methoxyethyl)-1-(quinolin-5-yl)-1H-pyrazole-4-carboxamide ClC=1C=C(C=NC1N1N=CC=N1)NC(=O)C=1C=NN(C1C(C)OC)C1=C2C=CC=NC2=CC=C1